C(C)(C)N1N=C2C(C(N(CC23CC3)CC(=O)NC3=NC=CC=N3)=O)=C1 2-(2-Isopropyl-4-oxo-spiro[6H-pyrazolo[4,3-c]pyridine-7,1'-cyclopropane]-5-yl)-N-pyrimidin-2-yl-acetamide